Ethyloleat C(C)OC(CCCCCCC\C=C/CCCCCCCC)=O